ClC=1C(=NC=C(C1)C(F)(F)F)N1C(SC2=C1C=C(C(=C2)F)N2C(N1C(CCCC1)C2=O)=O)=O 2-(3-(3-chloro-5-(trifluoromethyl)pyridin-2-yl)-6-fluoro-2-oxo-2,3-dihydrobenzothiazol-5-yl)-tetrahydroimidazo[1,5-a]pyridine-1,3(2H,5H)-dione